lithium iron oxalate lithium [Li+].C(C(=O)[O-])(=O)[O-].[Fe+2].[Li+].C(C(=O)[O-])(=O)[O-]